C1(CC1)C1=NC=NC(=C1C1=NC=2N(CCN(C2C=N1)C)CC1=CC(=C(C=C1)C=1N(C=C(N1)C(F)(F)F)C)F)OC 2-(4-cyclopropyl-6-methoxypyrimidin-5-yl)-5-methyl-8-(3-fluoro-4-(1-methyl-4-(trifluoromethyl)-1H-imidazol-2-yl)benzyl)-7,8-dihydropteridin